N-{4-methoxy-6-[(1H-pyrazol-1-yl)methyl]-1,2-benzoxazol-3-yl}-4-(trifluoromethyl)benzene-1-sulfonamide COC1=CC(=CC2=C1C(=NO2)NS(=O)(=O)C2=CC=C(C=C2)C(F)(F)F)CN2N=CC=C2